benzyl 8-(3-(difluoromethoxy)-5-fluorophenyl)-6-(3-(trifluoromethyl) phenylsulfonyl)-4,4a,5,6-tetrahydro-1H-pyrazino[1,2-a]quinoxaline-3(2H)-carboxylate FC(OC=1C=C(C=C(C1)F)C=1C=C2N(CC3N(C2=CC1)CCN(C3)C(=O)OCC3=CC=CC=C3)S(=O)(=O)C3=CC(=CC=C3)C(F)(F)F)F